FC=1C=CC(=NC1)[C@@H](C)OC=1C=2N(C=C(C1)C=1C=NN(C1C)C1CCC(CC1)O)N=CC2C#N 4-((R)-1-(5-fluoropyridin-2-yl)ethoxy)-6-(1-((1r,4R)-4-hydroxycyclohexyl)-5-methyl-1H-pyrazol-4-yl)-pyrazolo[1,5-a]pyridine-3-carbonitrile